4-bromo-5-isopropyl-2-(2-methoxypyridin-3-yl)-1H-pyrrole-3-carboxylic acid BrC=1C(=C(NC1C(C)C)C=1C(=NC=CC1)OC)C(=O)O